FC1=CC=C(C=C1)N1CCN(C2=CC=CC=C12)C(C(C)N1CCCC1)=O 1-(4-(4-fluorophenyl)-3,4-dihydroquinoxaline-1(2H)-yl)-2-(pyrrolidin-1-yl)propan-1-one